[Cl-].CC([O-])C.CC([O-])C.CC([O-])C.[Ti+4] titanium tri(isopropoxide) chloride